8-chloro-4-(3,5-di-tert-butyl-4-hydroxyphenyl)-3,3-difluoro-2-phenylchroman-2-ol ClC=1C=CC=C2C(C(C(OC12)(O)C1=CC=CC=C1)(F)F)C1=CC(=C(C(=C1)C(C)(C)C)O)C(C)(C)C